1-(Furan-2-Ylmethyl)-4-(4-Methylpiperazin-1-Yl)-2-(Trifluoromethyl)-1H-Indole O1C(=CC=C1)CN1C(=CC2=C(C=CC=C12)N1CCN(CC1)C)C(F)(F)F